(2R)-2-(6-{5-chloro-2-[(1-methyl-1H-1,2,3-triazol-5-yl)amino]pyrimidin-4-yl}-1-oxo-2,3-dihydro-1H-isoindol-2-yl)-N-[(1S)-1-(3-fluoro-5-methoxyphenyl)-2-hydroxyethyl]propanamide ClC=1C(=NC(=NC1)NC1=CN=NN1C)C1=CC=C2CN(C(C2=C1)=O)[C@@H](C(=O)N[C@H](CO)C1=CC(=CC(=C1)OC)F)C